(S)-6-oxopiperidin-3-yl 4-methylbenzenesulfonate CC1=CC=C(C=C1)S(=O)(=O)O[C@@H]1CNC(CC1)=O